C(CC)NC(NC12CC3(CC(CC(C1)C3)C2)NC(=O)C2=NC=CC=C2)=O Pyridine-2-carboxylic acid [3-(3-propyl-ureido)-adamantan-1-yl]-amide